ClC=1C=C(C=CC1Cl)C=1N(C(=CC(C1)=O)CNC(=O)OCCC)CC 2-(3,4-dichlorophenyl)-1-ethyl-4-oxo-6-[(propoxycarbonylamino)methyl]pyridine